ClC1=C(C(=CC(=N1)C(=O)NC)NC1=CC2=C(N(C(N2CC[C@H](C)N2N=CC=C2)=O)C)C=C1)C#N 6-chloro-5-cyano-N-methyl-4-[[1-methyl-2-oxo-3-[(3S)-3-pyrazol-1-yl-butyl]benzoimidazol-5-yl]amino]pyridine-2-carboxamide